CN(C1=CC=C(C=C1)N=NC1=CC=C(C(=O)O)C=C1)C 4-(4-dimethylaminophenyl)azobenzoic acid